Tert-butyl(3-ethoxy-1-methylpyrazole-5-yl)carbamate C(C)(C)(C)OC(NC1=CC(=NN1C)OCC)=O